C(C)OC(CC1=C(C=CC=C1)OCC1=COC2=C1C=C(C=C2NC(C)C)Cl)=O 2-(2-((5-chloro-7-(isopropylamino)benzofuran-3-yl)methoxy)phenyl)acetic acid ethyl ester